C(#N)C1=CC(=C(C(=O)OC)C=C1OC1CCC(CC1)(C(=O)OCC1=CC=CC2=CC=CC=C12)C)OC Methyl 4-cyano-2-methoxy-5-(((1s,4s)-4-methyl-4-((naphthalen-1-ylmethoxy)carbonyl)cyclohexyl)oxy)benzoate